3-[4-[4-[2-[tert-butyl(dimethyl)silyl]oxyethyl]-1-piperidyl]-3-methyl-2-oxo-benzimidazol-1-yl]piperidine-2,6-dione [Si](C)(C)(C(C)(C)C)OCCC1CCN(CC1)C1=CC=CC=2N(C(N(C21)C)=O)C2C(NC(CC2)=O)=O